C(#N)C=1C=C(C=CC1C)N1C(CC(C2=CC(=CC=C12)S(=O)(=O)N)=O)C1=CC(=CC=C1)C(C(C)C)=O 3-cyano-4-methylphenyl-2-(3-isobutyrylphenyl)-4-oxo-1,2,3,4-tetrahydroquinoline-6-sulfonamide